3-(5-fluoro-2-methoxy-3-nitrophenyl)-1-(methyl-d3)-1H-1,2,4-triazole FC=1C=C(C(=C(C1)C1=NN(C=N1)C([2H])([2H])[2H])OC)[N+](=O)[O-]